3-chloro-4-(4-methylpiperazin-1-yl)naphthalen-1-amine ClC=1C=C(C2=CC=CC=C2C1N1CCN(CC1)C)N